Rac-(2R,3S)-3-(difluoromethyl)-1-nitrosopiperidine-2-carboxylic acid FC([C@@H]1[C@@H](N(CCC1)N=O)C(=O)O)F |r|